N-(3-Fluoro-4-((4-fluorobenzyl)amino)phenyl)heptanamid FC=1C=C(C=CC1NCC1=CC=C(C=C1)F)NC(CCCCCC)=O